N-[4-(3-chloro-4-cyano-phenoxy)cyclohexyl]-6-[4-[[4-[4-ethylsulfonyl-2-(1-methyl-6-oxo-3-pyridyl)phenoxy]phenoxy]methyl]-1-piperidyl]pyridazine-3-carboxamide ClC=1C=C(OC2CCC(CC2)NC(=O)C=2N=NC(=CC2)N2CCC(CC2)COC2=CC=C(C=C2)OC2=C(C=C(C=C2)S(=O)(=O)CC)C2=CN(C(C=C2)=O)C)C=CC1C#N